C1(CCCCC1)C=1C=C(C(=CC1O)C)C(C1=C(C=CC=C1)O)C1=CC(=C(C=C1C)O)C1CCCCC1 bis(3-cyclohexyl-4-hydroxy-6-methylphenyl)-2-hydroxyphenyl-methane